3-(aminomethyl)-4,6-dimethylpyridine-2(1H)-one NCC=1C(NC(=CC1C)C)=O